FC=1C=C(C=CC1)C1=CC=C(C=C1)NC(C[C@H]1C[C@H](N(C1)C=1C2=C(N=C(N1)C)C1=C(O2)C=CC=C1)C(=O)O)=O (2S,4R)-4-(2-((3'-fluoro-[1,1'-biphenyl]-4-yl)amino)-2-oxoethyl)-1-(2-methylbenzofuro[3,2-d]pyrimidin-4-yl)pyrrolidine-2-carboxylic acid